FC=1C(=NC=CC1C(F)(F)F)N1CCC(CC1)CCN1N=C(C=2CCCCC12)C(=O)N1CCC(CC1)NC(C)=O N-[1-[1-[2-[1-[3-fluoro-4-(trifluoromethyl)-2-pyridyl]-4-piperidyl]ethyl]-4,5,6,7-tetrahydroindazole-3-carbonyl]-4-piperidyl]acetamide